FC(CC)(OC[C@H]1N(C[C@H](CC1)C1=CC=C(C=C1)C(F)(F)F)C1=CC=C(C(=O)O)C=C1)F 4-((2S,5R)-2-((1,1-difluoropropoxy)methyl)-5-(4-(trifluoromethyl)phenyl)piperidin-1-yl)benzoic Acid